6-(6-fluoro-9H-pyrido[3,4-b]indol-1-yl)benzo[d]thiazole FC=1C=C2C3=C(NC2=CC1)C(=NC=C3)C3=CC1=C(N=CS1)C=C3